pentakis(ethylmethylamino)tantalum C(C)N(C)[Ta](N(CC)C)(N(CC)C)(N(CC)C)N(CC)C